tert-butyl 3-[[4-[6-isopropoxy-1-oxo-5-(pyrazolo[1,5-a]pyrimidine-3-carbonylamino)isoindolin-2-yl]cyclohexyl]-methyl-amino]azetidine-1-carboxylate C(C)(C)OC1=C(C=C2CN(C(C2=C1)=O)C1CCC(CC1)N(C1CN(C1)C(=O)OC(C)(C)C)C)NC(=O)C=1C=NN2C1N=CC=C2